O[C@@H]1COCC1 (S)-3-hydroxyl-tetrahydrofuran